N[C@@H](CC(=O)O)C(=O)O.NCC(=O)O Glycine Aspartate